C[Si](CCOCN1C(=NC(=C1Br)Br)Br)(C)C trimethyl-[2-[(2,4,5-tribromoimidazole-1-yl)methoxy]ethyl]silane